N-[4-(2,4-dioxo-1,2,3,4-tetrahydronaphtho[1,2-b][1,4]diazepin-5-yl)phenyl]-3-methoxybenzenesulfonamide O=C1CC(N(C2=C(N1)C1=CC=CC=C1C=C2)C2=CC=C(C=C2)NS(=O)(=O)C2=CC(=CC=C2)OC)=O